ClC=1C=C(C=CC1C)C1CCC2(CN(C2)C(=O)C2CC(C2)(C)O)CC1 (7-(3-chloro-4-methylphenyl)-2-azaspiro[3.5]non-2-yl)((1s,3s)-3-hydroxy-3-methylcyclobutyl)methanone